1-(1'-methylbutoxy)-1,1,3,3,3-pentamethyldisiloxane CC(CCC)O[Si](O[Si](C)(C)C)(C)C